trans-N1,N1-dimethyl-N3-(5-(3-methylimidazo[1,2-a]pyrimidin-6-yl)pyrrolo[2,1-f][1,2,4]triazin-2-yl)cyclobutane-1,3-diamine CN([C@@H]1C[C@H](C1)NC1=NN2C(C=N1)=C(C=C2)C=2C=NC=1N(C2)C(=CN1)C)C